[2-ethyl-5-fluoro-4-[1-methyl-4-(trifluoromethyl)imidazol-2-yl]phenyl]methanol C(C)C1=C(C=C(C(=C1)C=1N(C=C(N1)C(F)(F)F)C)F)CO